ethyl 4-((1-(2-cyanoethyl)-4-methylpiperidin-3-yl)amino)-1H-pyrrolo[2,3-b]pyridine-5-carboxylate C(#N)CCN1CC(C(CC1)C)NC1=C2C(=NC=C1C(=O)OCC)NC=C2